6,8-diallyl-5,7-dihydroxy-2-(2-allyl-3-hydroxy-4-methoxyphenyl)1H-benzo(b)pyran-4-one C(C=C)C1=C(C2=C(OC(=CC2=O)C2=C(C(=C(C=C2)OC)O)CC=C)C(=C1O)CC=C)O